ClC(C1=NC(=NO1)C1=CC=C(CN(C=2C(C(C2NC2=C(C=CC=C2Cl)Cl)=O)=O)C)C=C1)(F)F 3-((4-(5-(chlorodifluoromethyl)-1,2,4-oxadiazol-3-yl)benzyl)(methyl)amino)-4-((2,6-dichlorophenyl)amino)cyclobut-3-ene-1,2-dione